CN1C(=C(C2=CC=CC=C12)N=NC1=CC=C(C=C1)Br)C1=CC=C(C=C1)Br N-methyl-2-(4-bromophenyl)-3-(4-bromophenylazo)indole